ClC=1C=C(C=CC1)NC1=NC=C(C(=N1)NC1CCNCC1)C1=CC(=C(C=C1)OC)OC N2-(3-chlorophenyl)-5-(3,4-dimethoxyphenyl)-N4-(piperidin-4-yl)pyrimidine-2,4-diamine